[Si](C1=CC=CC=C1)(C1=CC=CC=C1)(C(C)(C)C)O[C@@H]1C[C@@]2(CCCN2C1)C(=O)O (2R,7aS)-2-((tert-Butyldiphenylsilyl)oxy)hexahydro-1H-pyrrolizine-7a-carboxylic acid